4-amino-5-fluoro-1-((2R,4S,5R)-5-(fluoromethyl)-4-hydroxy-5-(hydroxymethyl)tetrahydrofuran-2-yl)pyrimidin-2(1H)-one NC1=NC(N(C=C1F)[C@@H]1O[C@@]([C@H](C1)O)(CO)CF)=O